(S)-1-(6-vinyl-quinazolin-2-yl)-7-oxa-1-azaspiro[4.4]nonane C(=C)C=1C=C2C=NC(=NC2=CC1)N1CCC[C@]12COCC2